CO[Si](CCN=C=O)(OC)OC trimethoxy(2-isocyanatoethyl)silane